OC=1C=C2CC[C@@H]([C@@H](C2=CC1)C1=CC=C(C=C1)N1CCC(CC1)CN1CCN(CC1)C=1C=C2CN(C(C2=CC1)=O)[C@@H]1C(NC(CC1)=O)=O)C1=CC=C(C=C1)O (3S)-3-[5-[4-[[1-[4-[(1R,2S)-6-hydroxy-2-(4-hydroxyphenyl)tetralin-1-yl]phenyl]-4-piperidyl]methyl]piperazin-1-yl]-1-oxo-isoindolin-2-yl]piperidine-2,6-dione